COCC1=CN=CC=2N=C(N=C(C21)N2CCC1(CCNC1)CC2)C2=CC=NC=C2 5-(Methoxymethyl)-2-(pyridin-4-yl)-4-(2,8-diazaspiro[4.5]decan-8-yl)pyrido[3,4-d]pyrimidine